BrC1=CC(=C2C(=N1)C(=NN2C(C)C)C)NCC=2C=NN(C2)C 5-bromo-1-isopropyl-3-methyl-N-[(1-methylpyrazol-4-yl)methyl]Pyrazolo[4,3-b]Pyridine-7-amine